3,5-dimethoxy-phenylboronic acid COC=1C=C(C=C(C1)OC)B(O)O